O1C2=C(N=CC1)C=C(C=C2)C(=O)O benzo[b][1,4]oxazine-6-carboxylic acid